2-((R)-3-Aminopyrrolidin-1-yl)-6-(4-(2-fluoro-6-methoxyphenyl)-1-oxo-1,3-dihydro-2H-pyrrolo[3,4-c]pyridin-2-yl)nicotinic acid ethyl ester C(C)OC(C1=C(N=C(C=C1)N1CC=2C(=NC=CC2C1=O)C1=C(C=CC=C1OC)F)N1C[C@@H](CC1)N)=O